N-methyl-4-(4-(3-(3-((2-nitrobenzyl)oxy)phenyl)ureido)phenoxy)pyridine CN1CC=C(C=C1)OC1=CC=C(C=C1)NC(=O)NC1=CC(=CC=C1)OCC1=C(C=CC=C1)[N+](=O)[O-]